2-[4-bromo-2-[2-ethoxyvinyl]-5-fluoro-phenyl]acetic acid ethyl ester C(C)OC(CC1=C(C=C(C(=C1)F)Br)C=COCC)=O